(1-methylcyclopropyl)tert-butyl-carbamic acid CC1(CC1)N(C(O)=O)C(C)(C)C